C(C)(C)(C)OC(=O)NCCCCCCOC=1C=C(C(=C(C(=O)OC)C1)C)C#C methyl 5-((6-((t-butoxycarbonyl) amino) hexyl) oxy)-3-ethynyl-2-methylbenzoate